Dimethyl-nonafluorohexyl-pentafluorophenyl-silane C[Si](C1=C(C(=C(C(=C1F)F)F)F)F)(C(C(C(CCC(F)(F)F)(F)F)(F)F)(F)F)C